2-bromo-4-chloro-1-(2-cyclopropylethoxy)benzene BrC1=C(C=CC(=C1)Cl)OCCC1CC1